ethyl 4-((4-(1H-pyrazol-4-yl)phenyl)amino)-2-(2-(3,3-difluorocyclobutane-1-carbonyl)isoindolin-5-yl)pyrimidine-5-carboxylate N1N=CC(=C1)C1=CC=C(C=C1)NC1=NC(=NC=C1C(=O)OCC)C=1C=C2CN(CC2=CC1)C(=O)C1CC(C1)(F)F